(3ar,5r,6as)-2-(4-amino-5-(2,3-dichlorophenyl)pyrimidin-2-yl)-5-methyl-octahydrocyclopenta[c]pyrrol-5-amine NC1=NC(=NC=C1C1=C(C(=CC=C1)Cl)Cl)N1C[C@@H]2[C@H](C1)CC(C2)(N)C